(E)-1-(3-cyclopentyloxy-4-methoxy-styryl)-2,6-dimethylpyridin-4(1H)-one C1(CCCC1)OC=1C=C(/C=C/N2C(=CC(C=C2C)=O)C)C=CC1OC